C(C)(C)(C)N(C(O)=O)CCN1C(=NC=2C(=NC=CC21)N)SC2=CC1=C(OCO1)C=C2OC.FC2=CC=C(C=C2)COCC2(COC2)CC 4-fluoro-[1-(3-ethyl-3-oxetanylmethoxy)methyl]benzene tert-Butyl-2-(4-amino-2-(6-methoxybenzo[d][1,3]dioxol-5-ylthio)-1H-imidazo[4,5-c]pyridin-1-yl)ethylcarbamate